C1(CC1)C=1C=C(OC=2C(=C3C(=NC2)C=CC(O3)(C)C)C(=O)O)C=CC1 7-(3-cyclopropylphenoxy)-2,2-dimethyl-pyrano[3,2-b]pyridine-8-carboxylic acid